2-Chloro-2-(3-chlorophenyl)-N-phenylacetamide ClC(C(=O)NC1=CC=CC=C1)C1=CC(=CC=C1)Cl